5-(2-methoxyanilino)-7-(methylamino)-N-[(3R)-1-methyl-2-oxo-pyrrolidin-3-yl]pyrazolo[1,5-a]pyrimidine-3-carboxamide COC1=C(NC2=NC=3N(C(=C2)NC)N=CC3C(=O)N[C@H]3C(N(CC3)C)=O)C=CC=C1